4-[5-(1-Cyclopropylmethyl-1H-pyrazol-4-yl)-1-methyl-2-oxo-1,2-dihydro-pyridin-4-yl]-benzoic acid C1(CC1)CN1N=CC(=C1)C=1C(=CC(N(C1)C)=O)C1=CC=C(C(=O)O)C=C1